N1=NC(=CC2=CC=CC=C12)C#CC1=C(C=CC=2C(=NOC21)NC2=CC(=CC=C2)N(C)C)C N1-(7-(cinnolin-3-ylethynyl)-6-methylbenzo[d]isoxazol-3-yl)-N3,N3-dimethylbenzene-1,3-diamine